pyridine-3,5-dicarboxylic acid dichloride N1=CC(=CC(=C1)C(=O)Cl)C(=O)Cl